FC1=C(C=CC=C1)C1=CC=C(C=C1)CCCNC(=O)C=1C=NN(C1)C N-(3-(2'-fluoro-[1,1'-biphenyl]-4-yl)propyl)-1-methyl-1H-pyrazole-4-carboxamide